2-(3-chloro-4-fluorophenyl)-2-({4-[(2-imino-2,3-dihydro-1,3-thiazol-3-yl)methyl]-1H-1,3-benzodiazol-2-yl}amino)propyl 2,2-dimethylpropanoate CC(C(=O)OCC(C)(NC1=NC2=C(N1)C=CC=C2CN2C(SC=C2)=N)C2=CC(=C(C=C2)F)Cl)(C)C